4-iodo-5-(3-methoxy-2,2-dimethylpropoxy)-6-oxopyran-2-carboxylic acid IC=1C=C(OC(C1OCC(COC)(C)C)=O)C(=O)O